OCC=1C=C2C=3N(C(C(NC3C1)=O)(C)C)N=C2 8-(Hydroxymethyl)-3,3-dimethyl-1H-pyrazolo[1,5,4-de]quinoxalin-2(3H)-one